[3-(2-methoxyethoxy)phenyl]boronic acid COCCOC=1C=C(C=CC1)B(O)O